CC1=NC=CC(=C1CN1CC2(C1)CN(C2)S(=O)(=O)C=2C(=NC(=CC2)C(F)(F)F)C)C 2-((2,4-dimethylpyridin-3-yl)methyl)-6-((2-methyl-6-(trifluoromethyl)pyridin-3-yl)sulfonyl)-2,6-diazaspiro[3.3]heptane